tert-Butyl 5-(m-tolylsulfonyl)-2,5-diazabicyclo[2.2.1]heptane-2-carboxylate C1(=CC(=CC=C1)S(=O)(=O)N1C2CN(C(C1)C2)C(=O)OC(C)(C)C)C